CN([C@@H](C(F)F)C1=CC=C(C=C1)[S@](=O)(N)=NC(NC1=C2CCCC2=CC=2CCCC12)=O)C |o1:12| (S,R) or (R,R)-4-(1-(dimethylamino)-2,2-difluoroethyl)-N'-((1,2,3,5,6,7-hexahydro-s-indacen-4-yl)carbamoyl)benzenesulfonimidamide